N-(2,6-dimethyloxan-4-yl)-6-[(E)-2-ethoxyethenyl]cinnolin-4-amine CC1OC(CC(C1)NC1=CN=NC2=CC=C(C=C12)\C=C\OCC)C